ClC=1C=CC(=C(C1)C1=CC(N(C=C1OC)CC(=O)OC(C)(C)C)=O)C1=CN=CO1 tert-Butyl {4-[5-chloro-2-(1,3-oxazol-5-yl)phenyl]-5-methoxy-2-oxopyridin-1(2H)-yl}acetate